4-(1-carbamimidoyl-1,2,3,6-tetrahydro-pyridin-4-yl)-N-[4-(1-carbamimidoyl-1,2,3,6-tetrahydro-pyridin-4-yl)-phenyl]-3-fluoro-benzamide C(N)(=N)N1CCC(=CC1)C1=C(C=C(C(=O)NC2=CC=C(C=C2)C=2CCN(CC2)C(N)=N)C=C1)F